N12C(CN(CC1)CC2)O 1,4-diazabicyclo[2.2.2]octane-2-ol